methyl ((1R,3R)-3-(6-((4-(4-cyanopiperidine-1-carbonyl)-8-(trifluoromethyl)quinolin-2-yl)amino)-3-(methyl-d3)-2-oxo-2,3-dihydro-1H-imidazo[4,5-c]pyridin-1-yl)cyclopentyl)carbamate C(#N)C1CCN(CC1)C(=O)C1=CC(=NC2=C(C=CC=C12)C(F)(F)F)NC1=CC2=C(C=N1)N(C(N2[C@H]2C[C@@H](CC2)NC(OC)=O)=O)C([2H])([2H])[2H]